(triisopropylsilyl)bis(trimethylsilyl)phosphine C(C)(C)[Si](C(C)C)(C(C)C)P([Si](C)(C)C)[Si](C)(C)C